C(C)(C)(C)S(=O)\N=C/C1=CC(=NC(=C1)C1=CC=C(C=C1)F)OC1[C@@H]2CN(C[C@H]12)C(=O)OCC1=CC=CC=C1 benzyl (1R,5S,6s)-6-((4-((Z)-((tert-butylsulfinyl)imino)methyl)-6-(4-fluorophenyl)pyridin-2-yl)oxy)-3-azabicyclo[3.1.0]hexane-3-carboxylate